6-[(6-aminopyrimidin-4-yl)amino]-3-cyclopentyl-3-methyl-1,5-dioxo-imidazo[1,5-a]pyridine-2-carbonitrile NC1=CC(=NC=N1)NC1=CC=C2N(C1=O)C(N(C2=O)C#N)(C)C2CCCC2